Diethyl 4-(3,3-difluorocyclobutyl)-1H-pyrazole-3,5-dicarboxylate FC1(CC(C1)C=1C(=NNC1C(=O)OCC)C(=O)OCC)F